CN1N=CC(=C1C)C1=CC=C2C=CC(=NC2=C1)N 7-(1,5-dimethyl-1H-pyrazol-4-yl)quinolin-2-amine